ortho-Aminobenzoat NC1=C(C(=O)[O-])C=CC=C1